FC(C#N)CCCC fluoro-n-hexanenitrile